FC(C(=O)O)(F)F.C(C)N1CC(C1)C1=CC=C(N=N1)C1=C(C=C(C=C1)C1=CC=2N(C=C1)N=C(C2)C)O 2-[6-(1-ethylazetidin-3-yl)pyridazin-3-yl]-5-2-methylpyrazolo[1,5-a]pyridin-5-ylphenol trifluoroacetate